(3S,4aS,8aS)-decahydroisoquinoline C1NCC[C@@H]2CCCC[C@H]12